ClCCCC(=O)N 2-(chloroethyl)acetamide